N,N-dimethyl-beta-2-ethylhexyl-oxypropionamide CN(C(C(C)OCC(CCCC)CC)=O)C